C1(CC1)C=1C(=NNC1)C(=O)O cyclopropylpyrazole-3-carboxylic acid